C(C)C=1C=C2C(=C(C(=NC2=C(C1)F)N1C[C@](CC1)(NC[C@H]1COCC1)C)C1=NN(C=C1)C)C (S)-1-(6-ethyl-8-fluoro-4-methyl-3-(1-methyl-1H-pyrazol-3-yl)quinolin-2-yl)-3-methyl-N-(((S)-tetrahydrofuran-3-yl)methyl)pyrrolidin-3-amine